C(CCCCCCCCCCCCCCC)(=O)N1[C@@H](CCC1)C(=O)N1[C@@H](CCC1)C(=O)O (S)-1-((S)-1-palmitoylpyrrolidine-2-carbonyl)pyrrolidine-2-carboxylic acid